(5'S)-2-oxo-1H-spiro[pyrazolo[1,5-a]imidazole-3,3'-pyrrolidine]-5'-carboxamide O=C1NC=2N(N=CC2)C12CN[C@@H](C2)C(=O)N